5-(p-tolyl)-2-(trifluoromethyl)pyrimidine ethyl-1-[3-(3,5-dimethylisoxazol-4-yl)pyrazolo[1,5-a]pyridin-5-yl]-3-methoxy-pyrazole-4-carboxylate C(C)OC(=O)C=1C(=NN(C1)C1=CC=2N(C=C1)N=CC2C=2C(=NOC2C)C)OC.C2(=CC=C(C=C2)C=2C=NC(=NC2)C(F)(F)F)C